(4R)-6-(3,8-diazabicyclo[3.2.1]octan-8-yl)-4-methyl-2-(1-methylpyrazolo[3,4-b]pyridin-4-yl)-3,4-dihydro-1H-isoquinoline C12CNCC(CC1)N2C=2C=C1[C@H](CN(CC1=CC2)C2=C1C(=NC=C2)N(N=C1)C)C